4-Carboxyquinoline C(=O)(O)C1=CC=NC2=CC=CC=C12